3-(difluoromethyl)-4-fluorophenyl benzoate C(C1=CC=CC=C1)(=O)OC1=CC(=C(C=C1)F)C(F)F